(2-chloro-4-fluoro-3-{6-oxo-4-[6-(3,3,3-trifluoropropoxy)pyridin-3-yl]-1,6-dihydropyrimidin-2-yl}benzyl)isobutyramide ClC1=C(CC(C(=O)N)(C)C)C=CC(=C1C=1NC(C=C(N1)C=1C=NC(=CC1)OCCC(F)(F)F)=O)F